C12(CC3CC(CC(C1)C3)C2)CN2N=CC(=C2C)C2=C(N3C(S2)=C(C(=N3)C)NC3=C(C=CC=C3)C(=O)OC(C)(C)C)C(=O)OC methyl 2-(1-(adamantan-1-ylmethyl)-5-methyl-1H-pyrazol-4-yl)-7-((2-(tert-butoxycarbonyl)phenyl)amino)-6-methylpyrazolo[5,1-b]thiazole-3-carboxylate